FC(C(C)(C)NC(=O)C=1C=C2C(=NC1)C=CS2)(F)F N-(1,1,1-trifluoro-2-methylpropan-2-yl)thieno[3,2-b]pyridine-6-carboxamide